ethyl 5-(2,4-dichloropyrimidine-5-carboxamido)-6-methylnicotinate ClC1=NC=C(C(=N1)Cl)C(=O)NC=1C(=NC=C(C(=O)OCC)C1)C